C(=O)O.C1(CC1)N cyclopropylamine, Formate salt